tert-butyl (1R,4r)-4-(4-(((1r,4R)-4-(2-Aminoethoxy)cyclohexyl)oxy)butanamido)cyclohexane-1-carboxylate NCCOC1CCC(CC1)OCCCC(=O)NC1CCC(CC1)C(=O)OC(C)(C)C